N1C=NC(=C1)C=1C=C(CN2CCC3(CN(C(N3)=O)CC(=O)NC3=CC=C(C=C3)C(F)(F)F)CC2)C=CC1 2-(8-(3-(1H-imidazol-4-yl)benzyl)-2-oxo-1,3,8-triazaspiro[4.5]decan-3-yl)-N-(4-(trifluoromethyl)phenyl)acetamide